C(#N)C1=CC(=C(C=C1)S(=O)(=O)C(C)(C)C1CCN(CC1)C1=CN=NC=C1)C 4-(2-((4-cyano-2-methyl-phenyl)sulfonyl)propan-2-yl)-N-(pyridazin-4-yl)piperidine